C(C)(C)(C)OC(=O)N[C@@H](CN1C(C=2C=C3C(=CC2CC1)N(C(=N3)C=3N(C1=CC(=CC=C1C3)C(=O)OC)CC3CC3)C)=O)CF methyl (S)-2-(6-(2-((tert-butoxycarbonyl)amino)-3-fluoropropyl)-1-methyl-5-oxo-5,6,7,8-tetrahydro-1H-imidazo[4,5-g]isoquinolin-2-yl)-1-(cyclopropylmethyl)-1H-indole-6-carboxylate